BrC=1C=CC(=NC1)C(CCC(=O)OC(C)(C)C)C#N tert-butyl 4-(5-bromo-2-pyridyl)-4-cyano-butanoate